2-[1-[2-[bis[(4-methoxyphenyl)methyl]amino]-5-fluoro-3-pyridyl]ethylamino]ethanol COC1=CC=C(C=C1)CN(C1=NC=C(C=C1C(C)NCCO)F)CC1=CC=C(C=C1)OC